ClC1=C2C=C(C(=NC2=CC=C1)C=1C=NN(C1)C)C(F)F 5-chloro-3-(difluoromethyl)-2-(1-methyl-1H-pyrazol-4-yl)quinoline